3-((2-methoxyethyl)amino)-5-(2,3,5-trifluorophenyl)-4H-benzo[e][1,2,4]thiadiazine 1,1-dioxide COCCNC1=NS(C2=C(N1)C(=CC=C2)C2=C(C(=CC(=C2)F)F)F)(=O)=O